1-methyl-4-nitrobenzene-1,2-diamine CC1(C(C=C(C=C1)[N+](=O)[O-])N)N